CN1C(N(C2=C1C(=CC=C2)C2CNCCC2)C2C(NC(CC2)=O)=O)=O 3-[3-methyl-2-oxo-4-(3-piperidinyl)benzimidazol-1-yl]piperidine-2,6-dione